4-(6-(2,5-Difluorophenyl)-6-(1,5-dimethyl-2-oxo-1,2-dihydropyridin-3-yl)hex-1,3-diyn-1-yl)-1H-pyrrole FC1=C(C=C(C=C1)F)C(CC#CC#CC=1C=CNC1)C=1C(N(C=C(C1)C)C)=O